ClN1C(=NC2=C1C=CC=C2)CO chloro-2-hydroxymethyl-1H-benzimidazole